ClC1=C(C(=O)N(C2(CC2)C#N)COC(=O)OCCC(=O)OC(C)(C)C)C=C(C=C1)C=1C=NN(C1)C=1N(N=C(C1C(F)(F)F)C(C(F)(F)F)(F)F)C Tert-Butyl 3-[({[{2-chloro-5-[2'-methyl-5'-(pentafluoroethyl)-4'-(trifluoromethyl)-2'H-[1,3'-bipyrazol]-4-yl]benzoyl}(1-cyanocyclopropyl)amino]methoxy}carbonyl)oxy]propanoate